C(C=C)SC1=NC=NN1CC1(OC1C1=C(C=CC=C1)Cl)C1=C(C=C(C=C1)F)F 5-(Allylsulfanyl)-1-{[3-(2-chlorophenyl)-2-(2,4-difluorophenyl)oxiran-2-yl]methyl}-1H-1,2,4-triazole